C(C)(=O)C1=NN(C2=CC=C(C=C12)C=1C=NC(=NC1)NC1CC1)CC(=O)OC(C)(C)C tert-Butyl 2-(3-acetyl-5-(2-(cyclopropylamino)pyrimidin-5-yl)-1H-indazol-1-yl)acetate